5-(1-(tert-butyl)-1H-pyrazol-3-yl)-3-(pyridin-4-yl)thieno[3,2-b]pyridine C(C)(C)(C)N1N=C(C=C1)C1=CC=C2C(=N1)C(=CS2)C2=CC=NC=C2